7-(6-(3-azabicyclo[3.1.0]hexane-3-carbonyl)-1,1a,2,7b-tetrahydro-3H-cyclopropa[c][1,8]naphthyridin-3-yl)-2-methyl-[1,2,4]triazolo[4,3-a]pyridin-3(2H)-one C12CN(CC2C1)C(=O)C1=CC=2C3C(CN(C2N=C1)C1=CC=2N(C=C1)C(N(N2)C)=O)C3